2-(2-(tert-butoxycarbonyl)isoindolin-4-yl)-5-cyanobenzoic acid C(C)(C)(C)OC(=O)N1CC2=CC=CC(=C2C1)C1=C(C(=O)O)C=C(C=C1)C#N